CC(=CCC/C(=C/CC/C(=C/COP(=O)(O)OP(=O)(O)O)/C)/C)C trans,trans-Farnesyl diphosphate